2-(4-(((6-(cyclopropyl(3-(trifluoromethoxy)benzyl)amino)-5-fluoropyrimidin-4-yl)amino)methyl)-3-hydroxypiperidin-1-yl)acetamide C1(CC1)N(C1=C(C(=NC=N1)NCC1C(CN(CC1)CC(=O)N)O)F)CC1=CC(=CC=C1)OC(F)(F)F